FC1=C2C3=C(NC2=C(C=C1F)NC)N=CC(=C3N3CC1(CC3)CCCN(C1)C)C=1C=C3C(C(=CN(C3=NC1)C)C(=O)O)=O 6-[5,6-difluoro-8-(methylamino)-4-(9-methyl-2,9-diazaspiro[4.5]decan-2-yl)-9H-pyrido[2,3-b]indol-3-yl]-1-methyl-4-oxo-1,8-naphthyridine-3-carboxylic acid